6-(4-(7-fluoro-2-(methyl-d3)-2H-indazol-4-yl)-2-methylbenzyl)-6,7-dihydro-5H-pyrrolo[3,4-b]pyridin-5-one-7,7-d2 FC1=CC=C(C2=CN(N=C12)C([2H])([2H])[2H])C1=CC(=C(CN2C(C3=NC=CC=C3C2=O)([2H])[2H])C=C1)C